FC1(CCN(CC1)C(=O)C=1C=C2N=C(C=NC2=CC1)[Sn](CCCC)(CCCC)CCCC)F (4,4-difluoropiperidin-1-yl)(3-(tributylstannyl)quinoxalin-6-yl)methanone